5-[1-[[4-[5-(Difluoromethyl)-1,3,4-oxadiazol-2-yl]phenyl]methyl]pyrazol-4-yl]-1H-benzimidazol-2-amine FC(C1=NN=C(O1)C1=CC=C(C=C1)CN1N=CC(=C1)C1=CC2=C(NC(=N2)N)C=C1)F